nitronium trifluoromethanesulfonate FC(S(=O)(=O)[O-])(F)F.O=[N+]=O